(3s,6S)-1-(5-chloro-3-fluoropyridin-2-yl)-3-(hydroxymethyl)-6-methyl-4-(4-(trifluoromethyl)benzyl)piperazine-2,5-dione ClC=1C=C(C(=NC1)N1C([C@@H](N(C([C@@H]1C)=O)CC1=CC=C(C=C1)C(F)(F)F)CO)=O)F